CS(=O)(=O)OCCOCCOCCOCCOCCNC(COC1=C2C(N(C(C2=CC=C1)=O)C1C(NC(CC1)=O)=O)=O)=O 1-((2-(2,6-dioxopiperidin-3-yl)-1,3-dioxoisoindolin-4-yl)oxy)-2-oxo-6,9,12,15-tetraoxa-3-azaheptadecan-17-yl methanesulfonate